N-(2-morpholinoethyl)oxazole-4-carboxamide O1CCN(CC1)CCNC(=O)C=1N=COC1